4-(3-(1-(cyclopentanecarbonyl)-4-oxido-1,4-azaphosphinan-4-yl)-4-fluorobenzyl)phthalazin-1(2H)-one C1(CCCC1)C(=O)N1CCP(CC1)(=O)C=1C=C(CC2=NNC(C3=CC=CC=C23)=O)C=CC1F